C(C1=CC=CC=C1)N1C(N([C@H]2[C@@H]1CSC2=O)CC2=CC=CC=C2)=O (3aS,6aR)-1,3-dibenzyl-hexahydro-1H-thieno[3,4-d]Imidazole-2,4-dione